COC=1C=C(C=CC1OC)C1=CC=NC=2N1N=C(C2)C(=O)N(C2=CC=C(C=C2)C(=O)N2CCN(CC2)C)C 7-(3,4-dimethoxyphenyl)-N-methyl-N-(4-(4-methylpiperazine-1-carbonyl)phenyl)pyrazolo[1,5-a]pyrimidine-2-carboxamide